C[C@H]1[C@H]([C@H]([C@@H]([C@@H](O1)O[C@@H]2[C@H]([C@@H](O[C@@H]([C@H]2O[C@H]3[C@@H]([C@H]([C@H]([C@H](O3)CO)O)O)O)CO)OC[C@@H]4[C@@H]([C@@H]([C@H]([C@@H](O4)O[C@@H]5[C@H](O[C@H]([C@@H]([C@H]5O)O)O)CO)O)O[C@H]6[C@@H]([C@H]([C@@H]([C@H](O6)CO)O)O[C@H]7[C@@H]([C@H]([C@H]([C@H](O7)CO)O)O)O[C@H]8[C@H]([C@@H]([C@@H]([C@@H](O8)C)O)O)O)NC(=O)C)O)NC(=O)C)O)O)O The molecule is a branched amino oligosaccharide comprising two fucosyl residues, three galactose residues and two N-acetylglucosamine residues, with a glucose residue at the reducing end. It has a role as an epitope. It is an amino oligosaccharide and a glucosamine oligosaccharide.